FC=1C=C(C=C(C1O)F)C(=O)N1C2=C(OC3(CC3)C1)C=CC=C2 (3,5-difluoro-4-hydroxyphenyl)(spiro[benzo[b][1,4]oxazin-2,1'-cyclopropane]-4(3H)-yl)methanone